4-((1R,5S)-3,8-Diazabicyclo[3.2.1]octan-3-yl)-7-(8-ethynyl-7-fluoro-3-hydroxynaphthalen-1-yl)-2-((tetrahydro-1H-pyrrolizin-7a(5H)-yl)methoxy-d2)pyrimido[4,5-d]pyridazin-8(7H)-one [C@H]12CN(C[C@H](CC1)N2)C2=NC(=NC=1C(N(N=CC12)C1=CC(=CC2=CC=C(C(=C12)C#C)F)O)=O)OC([2H])([2H])C12CCCN2CCC1